4-((1R,5S)-3,8-Diazabicyclo[3.2.1]octan-3-yl)-7-(8-ethyl-7-fluoro-3-hydroxynaphthalen-1-yl)-2-((((S)-1-methylpyrrolidin-2-yl)methyl)thio)-6,7-dihydropyrido[3,4-d]pyrimidin-8(5H)-one [C@H]12CN(C[C@H](CC1)N2)C=2C1=C(N=C(N2)SC[C@H]2N(CCC2)C)C(N(CC1)C1=CC(=CC2=CC=C(C(=C12)CC)F)O)=O